N1C[C@H](CCC1)[C@](CO)(C)O (2s)-2-[(3s)-piperidin-3-yl]propane-1,2-diol